methyl (1S*,4R*,6R*)-3-(2-phenylacetyl)-6-(3-(trifluoromethyl)phenyl)-2-oxa-3,5-diazabicyclo[2.2.2]oct-7-ene-5-carboxylate C1(=CC=CC=C1)CC(=O)N1O[C@@H]2[C@H](N([C@H]1C=C2)C(=O)OC)C2=CC(=CC=C2)C(F)(F)F |o1:11,12,14|